C(C)(C)(C)OC(=O)N1CCC(CC1)C1=CC=CC2=C1OCC(N2C=2C(=NC(=CC2)OCC2=CC=CC=C2)OCC2=CC=CC=C2)=O 4-(4-(2,6-bis(benzyloxy)pyridin-3-yl)-3-oxo-3,4-dihydro-2H-benzo[b][1,4]oxazin-8-yl)piperidine-1-carboxylic acid tert-butyl ester